FC1=C(C=CC=C1N1CCN(CC1)C)C1=NNC=2C1=NN(C(C2)=O)C2=C(C=CC=C2C)F 3-(2-fluoro-3-(4-methylpiperazin-1-yl)phenyl)-5-(2-fluoro-6-methylphenyl)-1H-pyrazolo[4,3-c]pyridazin-6(5H)-one